CCCCCCCCCCCCCCC[C@H]([C@H](CO)NC(=O)CCCCCCCCCCC)O The molecule is a dihydroceramide in which the ceramide N-acyl group is specified as dodecanoyl (lauroyl). It derives from a dodecanoic acid.